C(C)[N+]1=C(NC=C1)C 3-Ethylmethylimidazolium